4-bromo-2-(3,3-difluoro-4-(p-tolyl)-4-((triethylsilyl)oxy)but-1-en-1-yl)benzamide ethyl-6-bromo-8-fluoro-imidazo[1,2-a]pyridine-2-carboxylate C(C)OC(=O)C=1N=C2N(C=C(C=C2F)Br)C1.BrC1=CC(=C(C(=O)N)C=C1)C=CC(C(O[Si](CC)(CC)CC)C1=CC=C(C=C1)C)(F)F